[SiH3][SiH2]CCCCCCCCC disilaundecan